NCCNC1CCC(CC1)CC(=O)N1CC(C1)OC1=C(C=2O[B-]([C@H]3C[C@H]3C2C=C1)(O)O)C(=O)[O-] (2R,4S)-9-[1-({(1s,4s)-4-[(2-aminoethyl)amino]cyclohexyl}acetyl)azetidin-3-yl]oxy-5,5-dihydroxy-6-oxa-5-boranuidatricyclo[5.4.0.02,4]undeca-1(7),8,10-triene-8-carboxylate